4-(6-(2,5-dihydro-1H-pyrrol-3-yl)pyridin-3-yl)-6-(2-hydroxyethoxy)pyrazolo[1,5-a]Pyridine-3-carbonitrile N1CC(=CC1)C1=CC=C(C=N1)C=1C=2N(C=C(C1)OCCO)N=CC2C#N